C(C1=CC=CC=C1)OCC1=NC=2C(=C3C(=NC2)C=CS3)N1C 2-((benzyloxy)methyl)-1-methyl-1H-imidazo[4,5-d]thieno[3,2-b]pyridine